5-METHYLPYRIDINE-2-BORONIC ACID CC=1C=CC(=NC1)B(O)O